C(#N)C1=C(C=C(C=C1)N1[C@H](O[C@@H](C1)COC1=CC=C(C=C1)NC(OC(C)C)=O)C(F)(F)F)C(F)(F)F isopropyl (4-(((2R,5S)-3-(4-cyano-3-(trifluoromethyl)phenyl)-2-(trifluoromethyl)oxazolidin-5-yl)methoxy)phenyl)carbamate